C(C)(C)N1N=C(C2=NC(=CC(=C21)NCC=2N=NN(N2)C)C=2C(=NC=CC2)OCCC)C 1-isopropyl-3-methyl-N-[(2-methyltetrazol-5-yl)methyl]-5-(2-propoxy-3-pyridinyl)pyrazolo[4,3-b]pyridin-7-amine